FC=1C(=C(C=O)C(=CC1)OC)O 3-FLUORO-2-HYDROXY-6-METHOXYBENZALDEHYDE